C1(CC1)CN[C@H]1[C@@H](C1)C=1C=C(SC1C)C(=O)NC=1SC(=NN1)C 4-(trans-2-((cyclopropylmethyl)amino)-cyclopropyl)-5-methyl-N-(5-methyl-1,3,4-thiadiazol-2-yl)thiophene-2-carboxamide